3,6,9,12-tetraazahexadecanoic acid C(CNCCNCCNCCNCCCC)(=O)O